(R)-N-(1-cyanopyrrolidin-3-yl)-2-fluoro-4-(5-(trifluoromethyl)-1H-pyrazol-4-yl)benzamide C(#N)N1C[C@@H](CC1)NC(C1=C(C=C(C=C1)C=1C=NNC1C(F)(F)F)F)=O